OC(C(=O)C1=CC=C(C=C1)C(=C)C)(C)C 2-hydroxy-1-(4-isopropenylphenyl)-2-methylpropane-1-on